2-oxo-2-[(2R,5S)-5-methyl-2-[2-(1,2,2,6,6-pentamethyl-4-piperidyl)indazol-6-yl]-1-piperidyl]-N-[1-(2-trimethylsilylethoxymethyl)pyrazolo[4,3-c]pyridin-7-yl]acetamide O=C(C(=O)NC=1C2=C(C=NC1)C=NN2COCC[Si](C)(C)C)N2[C@H](CC[C@@H](C2)C)C=2C=CC1=CN(N=C1C2)C2CC(N(C(C2)(C)C)C)(C)C